2'-chloro-N-(5-(((1S,2R,4S,5R)-5-hydroxybicyclo[2.2.1]heptan-2-yl)oxy)-1,3,4-thiadiazol-2-yl)-5'-methoxy-6-methyl-[4,4'-bipyridine]-3-carboxamide ClC1=NC=C(C(=C1)C1=C(C=NC(=C1)C)C(=O)NC=1SC(=NN1)O[C@H]1[C@@H]2C[C@H]([C@H](C1)C2)O)OC